N[C@H]1[C@@H](C1)C1=CC=C(C=C1)NC(C(CCC1=CC=CC=C1)NC(OCC1=CC=CC=C1)=O)=O trans-benzyl 1-(4-(2-aminocyclopropyl)phenylamino)-1-oxo-4-phenylbutan-2-ylcarbamate